C(=O)(O)CN([C@@H](C)C(=O)O)CC(=O)O N,N-Bis(carboxy-methyl)-L-alanin